2-(1-benzyl-1,2,3,4-tetrahydroquinolin-4-ylidene)acetonitrile C(C1=CC=CC=C1)N1CCC(C2=CC=CC=C12)=CC#N